[O-]S(=O)(=O)C(F)(F)F.C(CCCCCC)[N+](CCCCCCC)(CCCCCCC)CCCCCCC tetraheptylammonium triflate